(e)-6-iodo-5-styryl-3,3'-bipyridine IC1=C(C=C(C=N1)C=1C=NC=CC1)\C=C\C1=CC=CC=C1